[Cl-].[Cl-].C1(=CC=CC=C1)C(=[Hf+2](C1C2=CC(=CC=C2C=2C=CC(=CC12)C(C)(C)C)C(C)(C)C)C1C=CC=C1)CCCC=C (phenyl)(pent-4-en-1-yl)methylene(cyclopentadienyl)(2,7-di-t-butylfluoren-9-yl)hafnium dichloride